5-Chloro-7-methyl-3,4-dihydronaphthalene-1(2H)-one ClC1=C2CCCC(C2=CC(=C1)C)=O